lauramidopropyl-hydroxysulfanediol C(CCCCCCCCCCC)(=O)NCCCOSOO